CC=CCCC Hex-2-ene